N-cyclopropyl-5-(1H-indole-2-carbonyl)-N-methyl-4,5,6,7-tetrahydroisoxazolo[4,5-c]pyridine-3-carboxamide C1(CC1)N(C(=O)C1=NOC2=C1CN(CC2)C(=O)C=2NC1=CC=CC=C1C2)C